BrC=1C=CC=2N(C1)C=C(N2)NC(OC(C)(C)C)=O Tert-butyl (6-bromoimidazo[1,2-a]pyridin-2-yl)carbamate